C(C=C)OCC(C)C=1OCCN1 2-(1-(allyloxy)prop-2-yl)-4,5-dihydrooxazole